2,6-Difluoro-3-(1-methyl-6-(4-methyl-4,7-diazaspiro[2.5]octan-7-yl)-1H-pyrazolo[3,4-d]pyrimidin-3-yl)-5-(trifluoromethyl)phenol FC1=C(C(=C(C=C1C1=NN(C2=NC(=NC=C21)N2CCN(C1(CC1)C2)C)C)C(F)(F)F)F)O